1-methyl-4-ethoxy-benzyl-1-(3-butyl)benzene CC1(CC2=C(C=CC=C2)C(CC)C)CC=C(C=C1)OCC